(R)-5-(2-amino-[1,2,4]triazolo[1,5-a]pyridin-7-yl)-2-chloro-N-(1-(2-fluoro-5-(trifluoromethoxy)phenyl)ethyl)-6-methylnicotinamide NC1=NN2C(C=C(C=C2)C=2C(=NC(=C(C(=O)N[C@H](C)C3=C(C=CC(=C3)OC(F)(F)F)F)C2)Cl)C)=N1